BrCCCCCCCCCN1C2=CC=C(C=C2C=2C=C(C=CC12)C)C 9-(9-bromononyl)-3,6-dimethyl-9H-carbazole